4-[(2-{4-[5-chloro-2-(1,3-oxazol-5-yl)phenyl]-5-methoxy-2-oxopyridin-1(2H)-yl}-4-methoxy-butyryl)amino]benzoic acid ClC=1C=CC(=C(C1)C1=CC(N(C=C1OC)C(C(=O)NC1=CC=C(C(=O)O)C=C1)CCOC)=O)C1=CN=CO1